(1s,2s)-N-(6-(5-cyano-2-methylphenyl)benzo[d]thiazol-2-yl)-2-fluorocyclopropane-1-carboxamide C(#N)C=1C=CC(=C(C1)C1=CC2=C(N=C(S2)NC(=O)[C@H]2[C@H](C2)F)C=C1)C